C(=O)O.C(C)(=O)NC(C=1C(=C(C(=C2C=NNC12)C=1N=CC=2N(C1)C=C(N2)NC(=O)[C@H]2[C@H](C2)F)C(F)(F)F)F)C2CC2 (1s,2s)-N-(6-(7-(acetamido(cyclopropyl)methyl)-6-fluoro-5-(trifluoromethyl)-1H-indazol-4-yl)imidazo[1,2-a]pyrazin-2-yl)-2-fluorocyclopropane-1-carboxamide formate salt